C1(=CC=CC=C1)CS(=O)(=O)F phenylmethylsulfonyl fluorid